1-(5-(4,4,5,5-tetramethyl-1,3,2-dioxaborolan-2-yl)pyridin-2-yl)piperazine CC1(OB(OC1(C)C)C=1C=CC(=NC1)N1CCNCC1)C